C[Si](O[SiH2]O[Si](O[SiH3])(C)C)(O[SiH3])C tetramethyl-pentasiloxane